6-(1-(2,2-difluoroethyl)-4-(3-(2-hydroxy-propan-2-yl)phenyl)-1H-imidazol-5-yl)imidazo[1,2-b]pyridazine-3-carbonitrile FC(CN1C=NC(=C1C=1C=CC=2N(N1)C(=CN2)C#N)C2=CC(=CC=C2)C(C)(C)O)F